N-[5-[2-cyano-5-[[(3S,5R)-1-methyl-5-(trifluoromethyl)-3-piperidyl]oxy]-4-pyridyl]pyrazolo[1,5-a]pyridin-2-yl]cyclopropanecarboxamide C(#N)C1=NC=C(C(=C1)C1=CC=2N(C=C1)N=C(C2)NC(=O)C2CC2)O[C@@H]2CN(C[C@@H](C2)C(F)(F)F)C